C(#CC)C1=C2C=NNC2=C(C=C1)C(=O)N 4-(propane-1-yn-1-yl)-1H-indazole-7-methanAmide